ClC=1C=C2CN(C(C2=C(C1)N=S(=O)(C)C)=O)[C@@H](C)C1CC1 (S)-5-Chloro-2-(1-cyclopropylethyl)-7-((dimethyl(oxo)-λ6-sulfanylidene)amino)isoindolin-1-one